4-cyano-4-[(dodecyl-sulphanyl-thiocarbonyl)sulphanyl]pentanoic acid C(#N)C(CCC(=O)O)(C)SC(=S)SCCCCCCCCCCCC